CC(C)(C)OC(=O)NCCC1=CC=C(C=C1)O Boc-tyramine